diindolylcarboxylic acid N1C(=CC2=CC=CC=C12)OC(=O)C=1NC2=CC=CC=C2C1